C(C)(C)(C)OC(=O)N[C@@H](CCC(=O)[O-])C(=O)OC=1C=CC2=C(C1)OC(C=1C2N2N(CC1)C(N(C2=O)C2=CC=C(C=C2)C(C)=O)=O)(C)C 2-(4-acetylphenyl)-7,7-dimethyl-1,3-dioxo-2,3,5,12b-tetrahydro-1H,7H-chromeno[4,3-c][1,2,4]triazolo[1,2-a]pyridazin-10-yl (t-butoxycarbonyl)-L-glutamate